CC1=C(NC2=NN(C=3C2=NC=CC3)C)C=CC=C1C1=CC=CC=C1 3-(2-methyl-3-phenylanilino)-1-methylpyrazolo[4,5-b]pyridine